N-(1,8-dimethylimidazo[1,2-a]Quinoxaline-4-yl)-1,2-ethylenediamine CC1=CN=C2N1C1=CC(=CC=C1N=C2NCCN)C